2,4,5,6-Tetraaminopyrimidin Monosulfat S(=O)(=O)(O)O.NC1=NC(=C(C(=N1)N)N)N